3-((R)-5-(6-aminopyridin-2-yl)-4-fluoro-3-methyl-1-oxoisoindolin-2-yl)piperidine-2,6-dione o-nitrophenylcarbamate [N+](=O)([O-])C1=C(C=CC=C1)NC(O)=O.NC1=CC=CC(=N1)C=1C(=C2[C@H](N(C(C2=CC1)=O)C1C(NC(CC1)=O)=O)C)F